COC(=O)C1=CC=C(CC=2C=C3C(N(C=NC3=C(C2C)C)[C@H]2CCOC[C@@H]2O)=O)C=C1 1,5-anhydro-2,3-dideoxy-3-(6-(4-(methoxycarbonyl)benzyl)-7,8-dimethyl-4-oxoquinazolin-3(4H)-yl)-L-threo-pentitol